C(#C)C1=C2C(=CC(=CC2=CC=C1F)O)C1=CC=2N=C(N=C(C2C(=N1)OC)NCCO)OC[C@]12CCCN2C[C@@H](C1)F 5-ethynyl-6-fluoro-4-(2-(((2R,7aS)-2-fluorotetrahydro-1H-pyrrolizin-7a(5H)-yl)methoxy)-4-((2-hydroxyethyl)amino)-5-methoxypyrido[4,3-d]pyrimidin-7-yl)naphthalen-2-ol